N=1N(N=CC1)C1=C(C=CC=C1)C(=O)N1[C@@H]2[C@@H](C[C@H](C1)C2)OC2=NC=C(C=N2)C (2-(2H-1,2,3-triazol-2-yl)phenyl)((1S,4R,6R)-6-((5-methylpyrimidin-2-yl)oxy)-2-azabicyclo[2.2.1]Hept-2-yl)methanone